N-(5-Bromo-2-chloro-4-methyl-3-pyridyl)acetamide methyl-(S)-3-(3-cyclopropyl-5-(3,5-dimethyl-1H-pyrazol-1-yl)phenyl)-4-(2,6-diazaspiro[3.4]octan-2-yl)butanoate COC(C[C@H](CN1CC2(C1)CNCC2)C2=CC(=CC(=C2)N2N=C(C=C2C)C)C2CC2)=O.BrC=2C(=C(C(=NC2)Cl)NC(C)=O)C